[Na+].BrC1=C(N(C(N(C1=O)C[C@@H](C1=CC=CC=C1)NCCCC(=O)[O-])=O)C1=C(C=CC=C1C(F)(F)F)F)C 4-(R-2-[5-bromo-3-(2-fluoro-6-trifluoromethyl-phenyl)-4-methyl-2,6-dioxo-3,6-dihydro-2H-pyrimidin-1-yl]-1-phenyl-ethylamino)-butyric acid sodium salt